[2-(2,2-dimethylpropionyloxy)-2-[2-[2-(2,5-dioxopyrrolidin-1-yl) oxycarbonyloxypropylsulfonylethylamino]-2-oxo-ethoxy] hydrazino]2,2-dimethylpropionate CC(C(=O)ON(NCC(C(=O)[O-])(C)C)OCC(=O)NCCS(=O)(=O)CC(C)OC(=O)ON1C(CCC1=O)=O)(C)C